(S)-Fmoc-2-amino-5-azido-pentanoic acid C1=CC=C2C(=C1)C(C3=CC=CC=C32)COC(=O)N[C@@H](CCCN=[N+]=[N-])C(=O)O